CC(CF)C(=O)OC methyl fluoroisobutyrate